4-nitroazophenol [N+](=O)([O-])C1=CC(=C(C=C1)O)N=NC1=C(C=CC=C1)O